C(#N)C1=CN(C=2C1=NC(=CC2)N(C(C#CC)=O)C2=C(C=C(C(=C2)C)I)C2CC2)C(C)C N-{3-cyano-1-isopropylpyrrolo[3,2-b]pyridin-5-yl}-N-(2-cyclopropyl-4-iodo-5-methylphenyl)but-2-ynamide